COC1=C(C=O)C=C(C(=C1)OC)C 2,4-dimethoxy-5-methyl-benzaldehyde